N-(4-acetamidophenyl)-2-chloro-2-phenylacetamide C(C)(=O)NC1=CC=C(C=C1)NC(C(C1=CC=CC=C1)Cl)=O